(2S)-2-{[6-(difluoromethyl)pyridazin-3-yl]amino}-2-(4-methylcyclohexyl)-N-(2-oxo-spiro[1H-pyrrolo[3,2-c]pyridin-3,4'-tetrahydropyran]-6-yl)acetamide FC(C1=CC=C(N=N1)N[C@H](C(=O)NC1=CC2=C(C=N1)C1(CCOCC1)C(N2)=O)C2CCC(CC2)C)F